1-(5-(2,4-Difluorophenyl)-4-methoxy-1-((3-fluorophenyl)sulfonyl)-1H-pyrrol-3-yl)-N-methylmethylamine FC1=C(C=CC(=C1)F)C1=C(C(=CN1S(=O)(=O)C1=CC(=CC=C1)F)CNC)OC